C(C(C(F)(F)F)(F)F)O 2,3,3,3-pentafluoro-1-propanol